1-(4-((4-(6-(1H-imidazol-2-yl)-2-methylpyridin-3-yl)piperazin-1-yl)methyl)pyridin-2-yl)-3-ethylurea N1C(=NC=C1)C1=CC=C(C(=N1)C)N1CCN(CC1)CC1=CC(=NC=C1)NC(=O)NCC